tert-butyl (3S)-4-(5-cyclopropyl-7-(3,3-difluorocyclohexyl)-7H-pyrrolo[2,3-d]pyrimidin-4-yl)-3-methylpiperazine-1-carboxylate C1(CC1)C1=CN(C=2N=CN=C(C21)N2[C@H](CN(CC2)C(=O)OC(C)(C)C)C)C2CC(CCC2)(F)F